1-(4-(3-amino-1H-indazol-5-yl)pyridin-2-yl)-3-(3-(hydroxymethyl)phenyl)urea NC1=NNC2=CC=C(C=C12)C1=CC(=NC=C1)NC(=O)NC1=CC(=CC=C1)CO